(1R,3R,4R)-N-((S)-1-cyano-2-((S)-2-oxopyrrolidin-3-yl)ethyl)-2-((R)-3-cyclopropyl-2-((5-methylpyridin-3-yl)amino)propanoyl)-5,5-difluoro-2-azabicyclo[2.2.2]octane-3-carboxamide C(#N)[C@H](C[C@H]1C(NCC1)=O)NC(=O)[C@@H]1N([C@H]2CC([C@@H]1CC2)(F)F)C([C@@H](CC2CC2)NC=2C=NC=C(C2)C)=O